CN(CCC1=CNC2=C(C=CC=C12)OC1OC(C(C(C1O)O)O)CO)C 2-((3-(2-(dimethylamino)ethyl)-1H-indol-7-yl)oxy)-6-(hydroxymethyl)tetrahydro-2H-pyran-3,4,5-triol